ethyl (1r,3r)-3',4'-dihydro-2'h-spiro[cyclopropane-1,1'-naphthalene]-3-carboxylate [C@]12(CCCC3=CC=CC=C13)C[C@H]2C(=O)OCC